N1([C@@H](CN(CC1)C(=O)OCC1=CC=CC=C1)C(=O)OC(C)(C)C)C(=O)OC(C)(C)C O4-benzyl O1,O2-ditert-butyl (2S)-piperazine-1,2,4-tricarboxylate